COC=1C=C(C=CC1OC)C=1NC2=CC=C(C=C2C1C(C)C)N1CCC(CC1)=O 1-(2-(3,4-dimethoxyphenyl)-3-isopropyl-1H-indol-5-yl)piperidin-4-one